P(ON1N=CC=N1)([O-])=O 2-Triazolyl Phosphonate